2-pyridinethiol N1=C(C=CC=C1)S